tricyclo[3.2.2.02,5]nonane C12C3CCC3(CC1)CC2